4-(1,4,5-triphenyl-1H-imidazol-2-yl)pyridine C1(=CC=CC=C1)N1C(=NC(=C1C1=CC=CC=C1)C1=CC=CC=C1)C1=CC=NC=C1